methyl 2-methyl-5-((1-methyl-1H-pyrazol-5-yl) methoxy)-2H-indazole-3-carboxylate CN1N=C2C=CC(=CC2=C1C(=O)OC)OCC1=CC=NN1C